1-(7-((6-methylpyridin-3-yl)oxy)-3,4-dihydroisoquinolin-2(1H)-yl)prop-2-en-1-one CC1=CC=C(C=N1)OC1=CC=C2CCN(CC2=C1)C(C=C)=O